FC1=C(C(=CC(=C1F)F)F)C1(N=C(C(=N1)C1=CC(=CC=C1)OC)C1=CC(=CC=C1)OC)C1(N=C(C(=N1)C1=CC(=CC=C1)OC)C1=CC(=CC=C1)OC)C1=C(C(=C(C=C1F)F)F)F bis-(2,3,4,6-tetrafluorophenyl)-4,4',5,5'-tetrakis-(3-methoxyphenyl)-biimidazole